C(C([2H])([2H])[2H])[C@H]1C[C@H](N(CC1)C(=O)OC(C)(C)C)C1=CC=CC=C1 |r| tert-butyl rac-(2S,4R)-4-(ethyl-2,2,2-d3)-2-phenylpiperidine-1-carboxylate